(2R,5R)-5-(difluoromethyl)-2-methyl-4-(4-methyl-5-oxo-2-(tetrahydro-2H-pyran-2-yl)-4,5-dihydro-2H-pyrazolo[4,3-b]pyridin-7-yl)piperazine-1-carboxylic acid tert-butyl ester C(C)(C)(C)OC(=O)N1[C@@H](CN([C@H](C1)C(F)F)C=1C=2C(N(C(C1)=O)C)=CN(N2)C2OCCCC2)C